3-((S)-2-hydroxy-3-((R)-8-(2-oxo-2,3-dihydro-1H-pyrrolo[2,3-b]pyridin-5-ylsulfonyl)-1-oxa-8-azaspiro[4.5]decan-3-ylamino)propoxy)-N-methylbenzenesulfonamide O[C@H](COC=1C=C(C=CC1)S(=O)(=O)NC)CN[C@H]1COC2(C1)CCN(CC2)S(=O)(=O)C=2C=C1C(=NC2)NC(C1)=O